n-octyl-carboxylate C(CCCCCCC)C(=O)[O-]